CC1(CS1)SC1(C)CS1 (β-epithiopropyl)sulfide